O=C1N(CC2=CC=CC=C12)C[C@H]1N(CCC2=CC=CC(=C12)O[C@@H]1CN(CC1)C(=O)C1=CN=CS1)C(=O)[C@H]1[C@H](CCCC1)C(=O)OCC1=CC=CC=C1 Benzyl (1S,2R)-2-((S)-1-((1-oxoisoindolin-2-yl)methyl)-8-(((S)-1-(thiazole-5-carbonyl)pyrrolidin-3-yl)oxy)-1,2,3,4-tetrahydroisoquinoline-2-carbonyl)cyclohexane-1-carboxylate